C1(=CC=CC=C1)C(C(=O)N)C1=NC=CC(=C1)C(F)(F)F 2-phenyl-2-[4-(trifluoromethyl)-2-pyridyl]acetamide